1-(4-isopropoxyphenyl)-2-oxo-1,2-dihydroquinoxaline-3-carboxylic acid C(C)(C)OC1=CC=C(C=C1)N1C(C(=NC2=CC=CC=C12)C(=O)O)=O